1-oxo-3,4-dihydrophthalazine O=C1NNCC2=CC=CC=C12